tert-Butyl (3R,5S)-3-(2-((6-amino-3-methyl-2-oxo-2,3-dihydro-1H-benzo[d]imidazol-4-yl)oxy) ethoxy)-5-methylpiperidine-1-carboxylate NC=1C=C(C2=C(NC(N2C)=O)C1)OCCO[C@H]1CN(C[C@H](C1)C)C(=O)OC(C)(C)C